P(=O)(OC1=C(C(=CC(=C1)C(C)(C)C)C(C)(C)C)O)(OC1=C(C(=CC(=C1)C(C)(C)C)C(C)(C)C)O)[O-] bis(3,5-di-tert-butyl-hydroxyphenyl) phosphate